The molecule is a monocarboxylic acid that is butyric acid in which one of the hydrogens at position 4 has been replaced by a thiol group. It is a thiol and a monocarboxylic acid. It is a conjugate acid of a 4-sulfanylbutanoate. C(CC(=O)O)CS